(R)-1-(4-(4-((1-(3-(difluoromethyl)-2-fluorophenyl)ethyl)amino)-6-methoxy-2-methyl-quinazolin-7-yl)piperazin-1-yl)ethan-1-one FC(C=1C(=C(C=CC1)[C@@H](C)NC1=NC(=NC2=CC(=C(C=C12)OC)N1CCN(CC1)C(C)=O)C)F)F